C(#N)C1=C(C=C(C=C1)F)[C@@H]([C@@H](C)C=1N(C(C(=C(N1)C(=O)NC=1C=NOC1)O)=O)C)C=1C=NN(C1)CC(F)F 2-((1R,2R)-1-(2-cyano-5-fluorophenyl)-1-(1-(2,2-difluoroethyl)-1H-pyrazol-4-yl)propan-2-yl)-5-hydroxy-N-(isoxazol-4-yl)-1-methyl-6-oxo-1,6-dihydropyrimidine-4-carboxamide